Isodecyl Salicylate (2,6-dimethyloctan-1-yl salicylate) CC(COC=1C(C(=O)O)=CC=CC1)CCCC(CC)C.C(C=1C(O)=CC=CC1)(=O)OCCCCCCCC(C)C